N1=C(C=CC=C1)C#CC12CN(CC2C1)C=1C=C(C#N)C=CC1 3-(1-(pyridin-2-ylethynyl)-3-azabicyclo[3.1.0]hexan-3-yl)benzonitrile